α-(benzenesulfonyloxyimino)-2,6-dichlorobenzyl cyanide C1(=CC=CC=C1)S(=O)(=O)ON=C(C1=C(C=CC=C1Cl)Cl)C#N